6-[8-(1,3-benzothiazol-2-ylcarbamoyl)-3,4-dihydroisoquinolin-2(1H)-yl]-3-[3-(cyclohexyloxy)-2-methylphenyl]pyridine-2-carboxylic acid tert-butyl ester C(C)(C)(C)OC(=O)C1=NC(=CC=C1C1=C(C(=CC=C1)OC1CCCCC1)C)N1CC2=C(C=CC=C2CC1)C(NC=1SC2=C(N1)C=CC=C2)=O